Oxacyclohexadecenone C1(C=COCCCCCCCCCCCC1)=O